N1(C=NC=C1)C(=O)C=1SC=CC1 (1H-imidazol-1-yl)(thiophen-2-yl)methanone